COC=1N=C2C(=CC=NC2=CC1OC)OC1=C(C=C(C=C1)NC(=O)C1=NN(C(=C(C1=O)C1=CC=C(C=C1)F)C)CC)F N-[4-[(6,7-dimethoxy-1,5-naphthyridin-4-yl)oxy]-3-fluorophenyl]-1-ethyl-5-(4-fluorophenyl)-6-methyl-4-oxopyridazine-3-carboxamide